CC1=CC=CC(=N1)C(=O)NC1CC(C1)N1C2=NC=NC(=C2N=C1)NCCCN1CCN(CC1)C(=O)OC(C)(C)C tert-butyl 4-(3-((9-((1s,3s)-3-(6-methylpicolinamido)cyclobutyl)-9H-purin-6-yl)amino)propyl)piperazine-1-carboxylate